[N+](=O)([O-])C1=C2N(C3=CC=C1O3)C=CN2 9-nitro-5,8-Epoxy-1H-imidazo[1,2-a]azepine